ClC(C)(C)C1=CC(=NS1)C1=CC=C(C=C1)F 5-(2-chloropropan-2-yl)-3-(4-fluorophenyl)isothiazole